6-[2-[1-(1,1-difluoroethyl)cyclopropyl]ethynyl]-1-(6,7-difluoro-1-methyl-[1,2,4]triazolo[4,3-a]quinazolin-5-yl)-3,5-dihydro-2H-4,1-benzoxazepine FC(C)(F)C1(CC1)C#CC1=CC=CC2=C1COCCN2C2=NC=1N(C3=CC=C(C(=C23)F)F)C(=NN1)C